2-bromo-2-(4-chlorophenyl)-1-(5-methoxy-6-(trifluoromethyl)indol-1-yl)ethanone BrC(C(=O)N1C=CC2=CC(=C(C=C12)C(F)(F)F)OC)C1=CC=C(C=C1)Cl